3-((2-aminopyridin-4-yl)methoxy-d2)-5-(2,5-dimethyl-1,2,3,4-tetrahydroisoquinolin-7-yl)pyrazin-2-amine NC1=NC=CC(=C1)C(OC=1C(=NC=C(N1)C1=CC(=C2CCN(CC2=C1)C)C)N)([2H])[2H]